N1=CN=C(C2=C1NC=C2)C=2C=NN(C2)C2(CN(C2)C2CCN(CC2)C(=O)C2=NC(=NC=C2)C(F)(F)F)CC#N [3-[4-(7H-pyrrolo[2,3-d]pyrimidin-4-yl)-1H-pyrazol-1-yl]-1-(1-{[2-(trifluoro-methyl)pyrimidin-4-yl]carbonyl}piperidin-4-yl)azetidin-3-yl]acetonitrile